OC[C@@H](C)N1C(=NN=C1)C1=CC=CC(=N1)NC(=O)NC1=NN(C2=CC=CC=C12)C (R)-1-(6-(4-(1-hydroxypropan-2-yl)-4H-1,2,4-triazol-3-yl)pyridin-2-yl)-3-(1-methyl-1H-indazol-3-yl)urea